O1CC(=C(C(=C1)O)O)O 2H-pyrane-3,4,5-triol